N,N-di(pentoxymethyl)acrylamide C(CCCC)OCN(C(C=C)=O)COCCCCC